BrC1=CC(=C(C=C1)NC12CN(CC(CC1)C2)CCOC2=C(C=NN2C)C2=CC(=CN(C2=O)C)C(=O)OC)[N+](=O)[O-] methyl 5-[5-(2-{1-[(4-bromo-2-nitrophenyl) amino]-3-azabicyclo[3.2.1]octan-3-yl} ethoxy)-1-methylpyrazol-4-yl]-1-methyl-6-oxopyridine-3-carboxylate